C(CCC\C=C/C\C=C/C\C=C/C\C=C/CCCCC)(=O)[O-] Arachidonat